CNS(=O)(=O)CCC(=O)O 3-(N-methylsulfamoyl)propionic acid